C1C(C2=C(C(=O)C(=O)C(=C2)CC(C(=O)O)N)NC1C(=O)O)C(=O)O The molecule is a tricarboxylic acid, an organic heterobicyclic compound and a member of orthoquinones. It is a conjugate acid of a 6-(2-azaniumyl-2-carboxylatoethyl)-7,8-dioxo-1,2,3,4,7,8-hexahydroquinoline-2,4-dicarboxylate.